3-(4-(2,4-difluorophenoxy)-2-methyl-5-(1-methyl-7-oxo-6,7-dihydro-1H-pyrrolo[2,3-c]pyridin-3-yl)phenyl)-1-ethylimidazoline-2,4-dione FC1=C(OC2=CC(=C(C=C2C2=CN(C=3C(NC=CC32)=O)C)N3C(N(CC3=O)CC)=O)C)C=CC(=C1)F